N1N=C(C2=CC=CC=C12)C#CC=1C=CC2=C(N=C(O2)N2CCOCC2)C1 5-((1H-indazol-3-yl)ethynyl)-2-morpholinobenzo[d]oxazole